2-chloro-9-(4,4''-dimethyl-[1,1':3',1''-terphenyl]-4'-yl)-9H-carbazole ClC1=CC=2N(C3=CC=CC=C3C2C=C1)C1=C(C=C(C=C1)C1=CC=C(C=C1)C)C1=CC=C(C=C1)C